ClC=1SC(=CC1C(=O)NC1=NC(=CC=C1)C=1N2C(=NN1)CC[C@H]2C)N2C=NC(=C2)C2CC2 (R)-2-chloro-5-(4-cyclopropyl-1H-imidazol-1-yl)-N-(6-(5-methyl-6,7-dihydro-5H-pyrrolo[2,1-c][1,2,4]triazol-3-yl)pyridin-2-yl)thiophene-3-carboxamide